C(#N)C=1C=NN2C1N=C(C=C2NCC2=C(C=C(C=C2)C2=CC=CC=C2)F)N[C@@H]2CN(CC2)C(=O)OC(C)(C)C tert-butyl (S)-3-((3-cyano-7-(((3-fluoro-[1,1'-biphenyl]-4-yl)methyl)amino)pyrazolo[1,5-a]pyrimidin-5-yl)amino)pyrrolidine-1-carboxylate